(2R,3S)-5-chloro-2-(((4-chlorobenzoyl)oxy)methyl)tetrahydrofuran-3-yl 4-chlorobenzoate ClC1=CC=C(C(=O)O[C@@H]2[C@H](OC(C2)Cl)COC(C2=CC=C(C=C2)Cl)=O)C=C1